1-(4-fluoro-2-methylphenyl)-3-(3-methylpyridin-4-yl)-6-(trifluoromethyl)-2,3-dihydroquinazolin-4(1H)-one FC1=CC(=C(C=C1)N1CN(C(C2=CC(=CC=C12)C(F)(F)F)=O)C1=C(C=NC=C1)C)C